1-Palmitoyl-2-linoleoyl-sn-glycero-3-phosphorylcholine C(CCCCCCCCCCCCCCC)(=O)OC[C@@H](OC(CCCCCCC\C=C/C\C=C/CCCCC)=O)COP(=O)(O)OCC[N+](C)(C)C